C1(CCC1)CN1CC2(C1)CC(C2)N2CCC(CC2)C=2C=C(C1=C(N(C(=N1)C1=CC=C(C=C1)S(=O)(=O)C)C)C2)C 6-(1-(2-(cyclobutylmethyl)-2-azaspiro[3.3]hept-6-yl)piperidin-4-yl)-1,4-dimethyl-2-(4-(methylsulfonyl)phenyl)-1H-benzo[d]imidazole